(1R,3S)-3-(3-{[(5-methyl-1,3-oxazol-2-yl)acetyl]-amino}-1H-pyrazol-5-yl)-cyclopentyl methyl(propan-2-yl)carbamate CN(C(O[C@H]1C[C@H](CC1)C1=CC(=NN1)NC(CC=1OC(=CN1)C)=O)=O)C(C)C